C12C(C3CC(CC(C1)C3)C2)CCCCCCNC(=O)C2=NN(C(=C2C)C2=CC=C(C=C2)Cl)C2=C(C=C(C=C2)Cl)Cl N-(6-((1r,3r,5r,7r)-adamantan-2-yl)hexyl)-5-(4-chlorophenyl)-1-(2,4-dichlorophenyl)-4-methyl-1H-pyrazole-3-carboxamide